C(C(C)C)C1=CC(=NN1C1=CC=C(C=C1)OC(F)(F)F)NC1=C(C(=O)O)C=C(C=N1)C=1SC=CC1 2-((5-isobutyl-1-(4-(trifluoromethoxy)phenyl)-1H-pyrazol-3-yl)amino)-5-(thiophen-2-yl)nicotinic acid